N-(5-amino-2-chlorophenyl)-4-cyano-2-methylbenzamide NC=1C=CC(=C(C1)NC(C1=C(C=C(C=C1)C#N)C)=O)Cl